1-Ethyl 4'-bromo-2,3,4,5-tetrahydro-[1,1'-biphenyl]-4-carboxylate BrC1=CC=C(C=C1)C=1CCC(CC1)C(=O)OCC